FC1=C(C=CC(=C1F)C=1C(=NN(C1)CCNC(=O)N1CCCC1)C)C1=CN=C(N1C)C(=O)N 5-[2,3-difluoro-4-[3-methyl-1-[2-(pyrrolidine-1-carbonylamino)ethyl]pyrazol-4-yl]phenyl]-1-methyl-imidazole-2-carboxamide